C=NC=1NC=C(N1)C(=O)N methylideneaminoimidazole-4-carboxamide